(3aS,6aS)-2-((1-methyl-2-oxabicyclo[2.1.1]hexan-4-yl)methyl)-5-((2-methyl-6-(trifluoromethyl)pyridin-3-yl)sulfonyl)octahydropyrrolo[3,4-c]pyrrole CC12OCC(C1)(C2)CN2C[C@H]1CN(C[C@@H]1C2)S(=O)(=O)C=2C(=NC(=CC2)C(F)(F)F)C